BrC1=C(C(=C(C=C1)NCCCCCO)[N+](=O)[O-])C 5-((4-bromo-3-methyl-2-nitrophenyl)amino)pentan-1-ol